C(CSCCS)SCCS 2,2'-[1,2-ethanediylbis(thio)]bis[ethanethiol]